1,6-dichloro-1,6-dideoxy-D-fructose ClCC(=O)[C@@H](O)[C@H](O)[C@H](O)CCl